C(C)(C)(C)OC(=O)NC1(CC2=CC(=CC=C2CC1)OC1=C(C=CC=C1)C1=CC(=CC=C1)C(C)C)C(=O)OC methyl 2-((tert-butoxycarbonyl)amino)-7-((3'-isopropyl-[1,1'-biphenyl]-2-yl)oxy)-1,2,3,4-tetrahydronaphthalene-2-carboxylate